C(C)(C)(C)[Si](C)(C)OCC1=C(C(=NC=C1)N1CC=2CN(CC2C1)S(=O)(=O)C)F Tert-butyl-[[3-fluoro-2-(5-methanesulfonyl-1,3,4,6-tetrahydropyrrolo[3,4-c]pyrrol-2-yl)-4-pyridinyl]methoxy]-dimethyl-silane